(S)-2-Fmoc-aminosuberic acid-8-tert-butyl ester C(C)(C)(C)OC(CCCCC[C@](C(=O)O)(C(=O)OCC1C2=CC=CC=C2C2=CC=CC=C12)N)=O